(1R,2S)-2-(3-((5-chloro-2-cyclopropylpyrimidin-4-yl)amino)-1H-indazol-6-yl)-5'-methoxyspiro[cyclopropan-1,3'-indoline]-2'-one ClC=1C(=NC(=NC1)C1CC1)NC1=NNC2=CC(=CC=C12)[C@@H]1C[C@@]12C(NC1=CC=C(C=C21)OC)=O